N1C=NC(=C1)CCC(=O)O 3-(imidazol-4-yl)propionic acid